(Z)-N-(3-(2-Hydroxypropyl)thiazolidin-2-ylidene)-1H-pyrrolo[2,3-b]pyridine-3-carboxamide OC(CN1/C(/SCC1)=N/C(=O)C1=CNC2=NC=CC=C21)C